The molecule is a member of the class of leukotrienes that is leukotriene B4 in which the terminal methyl group has undergone formal oxidation to the corresponding carboxylic acid. It has a role as a human blood serum metabolite and a human urinary metabolite. It is a leukotriene, an alpha,omega-dicarboxylic acid and a hydroxy carboxylic acid. It derives from a leukotriene B4. It is a conjugate acid of a 20-hydroxy-20-oxoleukotriene B4(2-). C(CCC(=O)O)C/C=C\\C[C@H](/C=C/C=C/C=C\\[C@H](CCCC(=O)O)O)O